C1(CCC1)C=1C=C(C=C(C1)C(CC1=NN=CN1C)C)N1C(C2=CC=CC(=C2C1)C(F)(F)F)=O 2-(3-cyclobutyl-5-(1-(4-methyl-4H-1,2,4-triazol-3-yl)propan-2-yl)phenyl)-4-(trifluoromethyl)isoindolin-1-one